C(CCCCCCCCCCCCCCCCC)OC(CC(=O)C)=O.C(C)(C)O[Al]OC(C)C diisopropoxyaluminum monostearyl-acetoacetate